NC=1C(=CC(=C(C=O)C1)F)Br 5-AMINO-4-BROMO-2-FLUOROBENZALDEHYDE